(R)-1-(1-chloro-6-fluoronaphthalen-2-yl)-N-((1R,2R)-1-(2,3-dihydrobenzo[b][1,4]dioxin-6-yl)-1-hydroxy-3-(pyrrolidin-1-yl)propan-2-yl)pyrrolidine-3-carboxamide ClC1=C(C=CC2=CC(=CC=C12)F)N1C[C@@H](CC1)C(=O)N[C@@H]([C@H](O)C1=CC2=C(OCCO2)C=C1)CN1CCCC1